CC1=NC=C(C(=C1)N)C 2,5-dimethylpyridine-4-amine